(R)-3-(3-(6-(2-(((S)-1-(3-Fluoro-3-methylazetidin-1-yl)-1-oxopropan-2-yl)amino)pyrimidin-4-yl)pyridin-2-yl)isoxazol-5-yl)-3-hydroxy-1-methylpyrrolidin-2-one FC1(CN(C1)C([C@H](C)NC1=NC=CC(=N1)C1=CC=CC(=N1)C1=NOC(=C1)[C@]1(C(N(CC1)C)=O)O)=O)C